N-(4-FLUORO-1-METHYL-1H-INDAZOL-7-YL)-1-(2-(TRIFLUOROMETHYL)PYRIDIN-4-YL)-1H-PYRAZOLE-4-SULFONAMIDE FC1=C2C=NN(C2=C(C=C1)NS(=O)(=O)C=1C=NN(C1)C1=CC(=NC=C1)C(F)(F)F)C